[2H]CC(=O)C(=O)[C@@H]([C@H]([C@@H]([C@@H](CO)O)O)O)O Acetyl-D-Glucose